4-(bis(7-chloro-1H-pyrrolo[2,3-c]pyridin-3-yl)methyl)aniline ClC=1N=CC=C2C1NC=C2C(C2=CC=C(N)C=C2)C2=CNC1=C(N=CC=C12)Cl